COC(\C(\C)=N/NS(=O)(=O)C1=CC=C(C=C1)C)OC N'-[(2Z)-1,1-dimethoxypropan-2-ylidene]-4-methylbenzene-1-sulfonohydrazide